FC1=C(C=CC=C1)NCC(=O)C1=CC=C(C=C1)C1=NOC(=N1)C(F)(F)F 2-((2-Fluorophenyl)amino)-1-(4-(5-(trifluoromethyl)-1,2,4-oxadiazol-3-yl)phenyl)ethan-1-on